N1=C(C=NC=C1)N[C@@](CSC)(C(=O)N[C@@H](COC)C(=O)O)C=O N-pyrazinyl-2-formyl-S-methyl-L-cysteinyl-O-methyl-L-serine